ClC=1C=C2CN(CC2=CC1)C1=NC=2N(C(=C1)C=1C=NNC1)N=C(C2C(C)C)C(=O)NC2=C(C=CC(=C2)OC)F (5-chloroisoindolin-2-yl)-N-(2-fluoro-5-methoxyphenyl)-3-isopropyl-7-(1H-pyrazol-4-yl)pyrazolo[1,5-a]pyrimidine-2-carboxamide